C[Si]1(CCC(CCC1)NC(=O)C1=CC=2C(=CN=C(C2C)C(F)(F)F)N1)C N-(1,1-dimethylsilepan-4-yl)-4-methyl-5-(trifluoromethyl)-1H-pyrrolo[2,3-c]pyridine-2-carboxamide